3-[5-(trifluoromethyl)pyrimidin-2-yl]-1,2,4-oxadiazol FC(C=1C=NC(=NC1)C1=NOC=N1)(F)F